1-Methylhexyl Acrylate C(C=C)(=O)OC(CCCCC)C